C(C1=CC=CC=C1)N(CC(CCN1N=CC=C(C1=O)C1=CC=CC=C1)O)C 2-(4-(benzyl-(methyl)amino)-3-hydroxybutyl)-4-phenylpyridazin-3(2H)-one